BrC=1C=C(C=2N(C1)N=CC2C#N)C#CC2=CC=C(C=C2)C(C(=O)N)=C (4-((6-bromo-3-cyanopyrazolo[1,5-a]pyridin-4-yl)ethynyl)phenyl)acrylamide